(S)-N2-[1-(4-fluorophenyl)ethyl]-N6-(pyrazin-2-yl)-4-(1H-pyrazol-4-yl)pyridine-2,6-Diamine FC1=CC=C(C=C1)[C@H](C)NC1=NC(=CC(=C1)C=1C=NNC1)NC1=NC=CN=C1